FC=1C=C2C(NN=C(C2=CC1F)C(C)N(C(=O)C=1C=C2C(=CC=CN2C1)C(F)F)C)=O N-(1-(6,7-difluoro-4-oxo-3,4-dihydrophthalazin-1-yl)ethyl)-8-(difluoromethyl)-N-methylindolizine-2-carboxamide